CC(CC(C)=O)C 4-methylpentane-2-one